N-(6-amino-5-ethylpyridin-3-yl)-2-((2R,5S)-5-methyl-2-(2-((1R,5S,6s)-3-methyl-3-azabicyclo[3.1.0]hexan-6-yl)benzo[d]thiazol-5-yl)piperidin-1-yl)-2-oxoacetamide NC1=C(C=C(C=N1)NC(C(=O)N1[C@H](CC[C@@H](C1)C)C=1C=CC2=C(N=C(S2)C2[C@H]3CN(C[C@@H]23)C)C1)=O)CC